[4-(2-fluorophenyl)-1,4-diazacycloheptane-1-carbonyl]-6-methyl-N-(1-methylcyclopropyl)furo[2,3-d]pyrimidin-4-amine FC1=C(C=CC=C1)N1CCN(CCC1)C(=O)C=1N=C(C2=C(N1)OC(=C2)C)NC2(CC2)C